BrC1=C(C=C2C(=CC(=NC2=C1O[C@@H](CC(C)(C)C)C1=CC=CC=C1)OC[C@H](C)OC)N([C@@H]1CN(CC1)C(=O)[O-])C)I (3S)-3-[{7-bromo-6-iodo-2-[(2S)-2-methoxypropoxy]-8-[(1S)-Tert-butyl 1-phenylethoxy]quinolin-4-yl}(methyl)amino]pyrrolidine-1-carboxylate